tert-butyl 6-[(1R)-2-[[2-(2,6-dioxo-3-piperidyl)-1,3-dioxo-isoindolin-4-yl]amino]-1-methyl-ethyl]-2-azaspiro[3.3]heptane-2-carboxylate O=C1NC(CCC1N1C(C2=CC=CC(=C2C1=O)NC[C@H](C)C1CC2(CN(C2)C(=O)OC(C)(C)C)C1)=O)=O